BrC1=CC=2N(CC=3N(C2N=C1)C=NN3)CCCC 3-bromo-5-butylpyridino[3,2-e][1,2,4]Triazolo[4,3-a]Pyrazine